3-methyl-N-(4-methyl-3-(2-methyl-2H-1,2,3-triazol-4-yl)phenyl)-6-azabicyclo[3.1.1]heptane-6-carboxamide CC1CC2N(C(C1)C2)C(=O)NC2=CC(=C(C=C2)C)C2=NN(N=C2)C